9-(3,3-difluoropyrrolidin-1-yl)-6-isopropyl-10-(methoxycarbonyl)-2-oxo-6,7-dihydro-2H-pyrido[2,1-a]isoquinoline-3-carboxylic acid FC1(CN(CC1)C=1C=C2CC(N3C(C2=CC1C(=O)OC)=CC(C(=C3)C(=O)O)=O)C(C)C)F